(2R,3R)-1-(tert-butylsulfinyl)-3-ethyl-aziridine-2-carboxylic acid C(C)(C)(C)S(=O)N1[C@H]([C@H]1CC)C(=O)O